N-(2-(3-(2-amino-5-methoxyphenyl)-1-methylureido)ethyl)-4-(((3R,4R)-1-(2-cyanoacetyl)-4-methylpiperidin-3-yl)(methyl)amino)-N-methyl-7H-pyrrolo[2,3-d]pyrimidine-7-carboxamide NC1=C(C=C(C=C1)OC)NC(N(C)CCN(C(=O)N1C=CC2=C1N=CN=C2N(C)[C@H]2CN(CC[C@H]2C)C(CC#N)=O)C)=O